DITHIAZIN S1SN=CC=C1